C1(=CC=CC2=CC=CC=C12)C1=CC=C(C=C1)NC1=CC=C(C=C1)C1=CC=CC=2C=3C=CC=CC3OC12 N-[4-(naphthalen-1-yl)phenyl]-4-8-oxatricyclo[7.4.0.02,7]trideca-1(9),2(7),3,5,10,12-hexaen-6-yl-aniline